(2E)-2-(2,3,6,7-Tetrahydro-1H,5H-pyrido[3,2,1-ij]chinolin-9-ylmethyliden)hydrazincarbothioamid C1CCN2C3=C(C=C(C=C13)\C=N\NC(N)=S)CCC2